C=C1CCC(O1)=O 5-Methylidenedihydrofuran-2(3H)-on